(2-(((4,4-difluorocyclohexyl)methyl)amino)-7H-pyrrolo[2,3-d]pyrimidin-5-yl)-2,2-dimethylchroman-4-one FC1(CCC(CC1)CNC=1N=CC2=C(N1)NC=C2C2C(OC1=CC=CC=C1C2=O)(C)C)F